BrC=1C(=CC(=C(C1)N1[C@@H]2CN([C@H](C1)C2)C(=O)OC(C)(C)C)F)[N+](=O)[O-] tert-Butyl (1S,4S)-5-(5-bromo-2-fluoro-4-nitrophenyl)-2,5-diazabicyclo[2.2.1]heptane-2-carboxylate